(R)-4-(6-Chloro-3-(methoxycarbonyl)-5-(trifluoromethyl)pyridin-2-yl)-3-(hydroxymethyl)piperazine-1-carboxylic acid ClC1=C(C=C(C(=N1)N1[C@H](CN(CC1)C(=O)O)CO)C(=O)OC)C(F)(F)F